(R)-(1-(4-fluoro-3-(trifluoromethyl)phenyl)cyclopropyl)(morpholin-3-ylmethyl)carbamic acid methyl ester COC(N(C[C@H]1NCCOC1)C1(CC1)C1=CC(=C(C=C1)F)C(F)(F)F)=O